BrC=1C=C(C=CC1)C=1C2=CC=CC=C2C(=C2C=CC=CC12)C1=CC=CC=C1 9-(3-bromophenyl)-10-phenyl-anthracene